FC(OC=1C=C(C=CC1)[C@H]1[C@@H](C1)C=1C=2N(N=C(C1)C=1C(NC(NC1)=O)=O)C=CN2)(F)F 5-(8-((1R,2R)-2-(3-(trifluoromethoxy)phenyl)cyclopropyl)imidazo[1,2-b]pyridazin-6-yl)pyrimidine-2,4(1H,3H)-dione